ClC1=CC=C(C=C1)C=1SC(=CN1)C1=C(C(=C(C=O)C=C1)O)F (2-(4-chlorophenyl)thiazol-5-yl)-3-fluoro-2-hydroxybenzaldehyde